OC1=C(C=CC(=C1)O)C(\C=C\C1=CC=C(C=C1)OCCN1CCOCC1)=O (E)-1-(2,4-Dihydroxyphenyl)-3-[4-(2-morpholin-4-ylethoxy)phenyl]prop-2-en-1-one